C(#N)C1=C(SC=C1C1=CC=C(C=C1)C(F)(F)F)NC(=O)NCCCCN1CCCC1 1-[3-cyano-4-(4-trifluoromethylphenyl)thiophen-2-yl]-3-[4-(pyrrolidin-1-yl)butyl]urea